(S)-tert-butyl 3-(3-(1-(2-chloro-6-ethoxybenzyl)-4-hydroxy-5-methyl-2-oxo-1,2-dihydropyridin-3-yl)ureido)-3-(3-ethoxyphenyl)propanoate ClC1=C(CN2C(C(=C(C(=C2)C)O)NC(N[C@@H](CC(=O)OC(C)(C)C)C2=CC(=CC=C2)OCC)=O)=O)C(=CC=C1)OCC